S=P(OOC)(OCC)OC1NC(=NC(=C1)C)C(C)C DIHYDROOXADIAZINONE